OC1=C(C(=CC(=C1S(=O)(=O)NC(CC=1SC=CN1)=O)CCCCC)O)C1C(CCC(=C1)C)C(=C)C N-((2,6-dihydroxy-5'-methyl-4-pentyl-2'-(prop-1-en-2-yl)-1',2',3',4'-tetrahydro-[1,1'-biphenyl]-3-yl)sulfonyl)-2-(thiazol-2-yl)acetamide